OCCCN1CCOCC1 N-(3-hydroxypropyl)morpholine